COCOC=1C=C(C2=CC=CC=C2C1)C(=O)O 3-(methoxymethoxy)-1-naphthoic acid